FC1=CC=C(C=C1)NC(=O)N(C1CCN(CC1)CC1=CC=C(OC2=CC=C(C=C2)NS(=O)(=O)C)C=C1)CC=1N=CSC1 N-{4-[4-({4-[{[(4-fluorophenyl)amino]carbonyl}(1,3-thiazol-4-ylmethyl)amino]piperidin-1-yl}methyl)phenoxy]phenyl}methanesulfonamide